CC=1N=C(N=NC1C1=C(C=C(C=C1)C(F)(F)F)O)N[C@H]1CNCC1 2-(5-methyl-3-{[(3R)-pyrrolidin-3-yl]amino}-1,2,4-triazin-6-yl)-5-(trifluoromethyl)phenol